tert-butyl 8-(1-cyanoprop-2-yl)-6,9-dioxo-5-(4-(trifluoromethyl) benzyl)-2,5,8-triazaspiro[3.5]nonane-2-carboxylate C(#N)CC(C)N1CC(N(C2(CN(C2)C(=O)OC(C)(C)C)C1=O)CC1=CC=C(C=C1)C(F)(F)F)=O